(2-methyl-1,3-dioxolan-2-yl)thiazolemethanesulphonic acid CC1(OCCO1)C=1N=C(SC1)CS(=O)(=O)O